N1=CN=C2NC=NC2=C1C=1C(=NC=CC1)NC=1C=C(C=CC1C)NC(C1=NC=CC(=C1Cl)C(F)(F)F)=O N-(3-((3-(9H-purin-6-yl)pyridin-2-yl)amino)-4-methylphenyl)-3-chloro-4-(trifluoro-methyl)picolinamide